N1CCCC2=CC(=CC=C12)OC(NC1=C(C=CC=C1)Cl)=O (2-chloro-phenyl)-carbamic acid 1,2,3,4-tetrahydro-quinolin-6-yl ester